N,N-dimethylbutan-1-amine CN(CCCC)C